C(#N)C1=CC(=C(COC2=C(C=C(C(=N2)N2C=NN(CC2)CC2=NC3=C(N2C[C@H]2OCC2)C=C(C=C3)C(=O)O)F)F)C=C1)F (S)-2-((4-(6-((4-cyano-2-fluorobenzyl)oxy)-3,5-difluoropyridin-2-yl)-5,6-Dihydro-1,2,4-triazine-1(4H)-yl)methyl)-1-(oxetan-2-ylmethyl)-1H-benzo[d]imidazole-6-Carboxylic acid